2-[7-bromo-2-(1-methyl-1H-pyrazol-4-yl)[1,2,4]triazolo[1,5-c]quinazolin-5-yl]-N-[2-(methylamino)ethyl]-D-alaninamide BrC1=CC=CC=2C=3N(C(=NC12)[C@@](N)(C)C(=O)NCCNC)N=C(N3)C=3C=NN(C3)C